N-{(1R)-1-[3-(difluoromethyl)-2-fluorophenyl]ethyl}-6-(3,3-dimethylpiperazin-1-yl)-2-methylpyrido[3,4-d]pyrimidin-4-amine FC(C=1C(=C(C=CC1)[C@@H](C)NC=1C2=C(N=C(N1)C)C=NC(=C2)N2CC(NCC2)(C)C)F)F